(S)-N-(3-(1-((2-ethyl-2H-pyrazolo[3,4-b]pyrazin-6-yl)amino)ethyl)-4-fluorophenyl)-2-methylthiazole-5-carboxamide C(C)N1N=C2N=C(C=NC2=C1)N[C@@H](C)C=1C=C(C=CC1F)NC(=O)C1=CN=C(S1)C